2-chloro-4-((2-fluoro-6-isopropoxyphenyl)amino)pyrimidine-5-carbonitrile ClC1=NC=C(C(=N1)NC1=C(C=CC=C1OC(C)C)F)C#N